N-(4-(4-amino-3-(4-phenoxyphenyl)-1H-pyrazolo[3,4-d]pyrimidin-1-yl)cyclohexyl)-N-methyl-1H-1,2,4-triazole-1-carboxamide NC1=C2C(=NC=N1)N(N=C2C2=CC=C(C=C2)OC2=CC=CC=C2)C2CCC(CC2)N(C(=O)N2N=CN=C2)C